C(C)N(C(=O)[C@H]1CN(C)[C@@H]2CC3=CNC4=CC=CC(C2C1)=C34)CC 9,10-dihydro-lysergic acid diethylamide